6-oxa-2-thia-9-azaspiro[4.6]undecane hydrochloride Cl.C1SCCC12OCCNCC2